OCC1CC(C1)NC(C1=CC(=CC=C1)CNC1=NC=C(C2=C1CCO2)C2=CC=NC=C2)=O N-(3-(hydroxymethyl)cyclobutyl)-3-(((7-(pyridin-4-yl)-2,3-dihydrofuro[3,2-c]pyridin-4-yl)amino)methyl)benzamide